trans-(S)-1-phenylethyl 2-[[1-(2-fluoroethyl)-4-[[4-(trifluoromethyl)phenyl]methyl]pyrrolo[2,3-b]pyridine-3-carbonyl]amino]spiro[3.3]heptane-6-carboxylate FCCN1C=C(C=2C1=NC=CC2CC2=CC=C(C=C2)C(F)(F)F)C(=O)NC2CC1(C2)CC(C1)C(=O)O[C@@H](C)C1=CC=CC=C1